N-(1-{5'-chloro-7'-oxo-7',8'-dihydro-6'H-spiro[cyclohexane-1,9'-furo[2,3-f]quinazoline]-2'-ylmethyl}piperidin-4-yl)acetamide ClC=1C=C2C(=C3C4(NC(NC13)=O)CCCCC4)OC(=C2)CN2CCC(CC2)NC(C)=O